2-isocyano-5-phenylpentane [N+](#[C-])C(C)CCCC1=CC=CC=C1